C(C1=CC=CC=C1)N1C=CC2=C(C=CC=C12)CNCCOCC1CCN(CC1)C(C)=O 1-(4-((2-(((1-benzyl-1H-indol-4-yl)methyl)amino)ethoxy)methyl)piperidin-1-yl)ethan-1-one